FCOC1=C(C=CC(=C1)S(=O)(=O)C)NCC#CC=1N(C=2C=CC=C(C2C1)NC1CCC(CC1)N1CCC2(COC2)CC1)CC(F)(F)F 2-(3-{[2-(fluoromethoxy)-4-methanesulfonylphenyl]amino}prop-1-yn-1-yl)-N-[(1S,4S)-4-{2-oxa-7-azaspiro[3.5]nonan-7-yl}cyclohexyl]-1-(2,2,2-trifluoroethyl)-1H-indol-4-amine